succinimid 3-(2-pyridyldithio)-propionate N1=C(C=CC=C1)SSCCC(=O)O.C1(CCC(N1)=O)=O